tert-butyl N-[(3s)-1-{5-[2-(2,6-difluorophenyl)-3-oxo-pyridazine-4-amido]-2-(3-fluoropyridin-4-yl)-1-methyl-1,3-benzodiazol-4-yl}pyrrolidin-3-yl]carbamate FC1=C(C(=CC=C1)F)N1N=CC=C(C1=O)C(=O)NC1=C(C2=C(N(C(=N2)C2=C(C=NC=C2)F)C)C=C1)N1C[C@H](CC1)NC(OC(C)(C)C)=O